FC1=CC=CC=2COCCOCC=3C(=CC=C(C4=NNC5=CN=C(C12)C=C45)C3)N3CCN(CC3)C 17-fluoro-5-(4-methylpiperazin-1-yl)-8,11-dioxa-20,23,24-triazapentacyclo[17.5.2.12,6.013,18.022,25]heptacosa-1(24),2,4,6(27),13(18),14,16,19,21,25-decaene